C1(CC1)C([C@@H](C(=O)NC=1C=NN(C1)[C@@H](CC(F)F)C1=CC=NNC1=O)N1N(CC=C1)C(C)C)C1CC1 |&1:13| N-[(1S)-1-(dicyclopropylmethyl)-2-[[1-[(1SR)-3,3-difluoro-1-(6-oxo-1H-pyridazin-5-yl)propyl]pyrazol-4-yl]amino]-2-oxo-ethyl]-2-isopropyl-pyrazole